1-(2-(6'-((4-(trifluoromethoxy)pyridin-2-yl)amino)-[3,4'-bipyridin]-2'-yl)-2,7-diazaspiro[3.5]nonan-7-yl)ethan-1-one FC(OC1=CC(=NC=C1)NC1=CC(=CC(=N1)N1CC2(C1)CCN(CC2)C(C)=O)C=2C=NC=CC2)(F)F